ClC=1C(=NC(=NC1)NC1=C(C=C(C=C1)N1CCC(CC1)N1CCN(CC1)C)OC)NC=1C=CC=C2CCN(C12)C(CC)=O 1-(7-((5-chloro-2-((2-methoxy-4-(4-(4-methylpiperazin-1-yl)piperidin-1-yl)phenyl)amino)pyrimidin-4-yl)amino)indolin-1-yl)propan-1-one